methyl 2-chloro-6-[(methylsulfonyl)methyl]nicotinate ClC1=C(C(=O)OC)C=CC(=N1)CS(=O)(=O)C